(1R,3S)-3-{5-[2-(2-formyl-3-hydroxyphenyl)-1,3-oxazole-5-amido]-2H-pyrazol-3-yl}cyclopentyl N-isopropylcarbamat C(C)(C)NC(O[C@H]1C[C@H](CC1)C=1NN=C(C1)NC(=O)C1=CN=C(O1)C1=C(C(=CC=C1)O)C=O)=O